CC=1C(=CC=2N(C1)C(=CN2)C2=CC=NC1=CC=CC=C21)C=2C=NN(C2)C2CCNCC2 4-(6-methyl-7-(1-(piperidin-4-yl)-1H-pyrazol-4-yl)imidazo[1,2-a]pyridin-3-yl)quinoline